2-(methyl(3-(trifluoromethyl)phenyl)amino)pyrimidine CN(C1=NC=CC=N1)C1=CC(=CC=C1)C(F)(F)F